BrCC(=O)C=1C=[N+](C=CC1)[O-] 3-(2-bromoacetyl)pyridine oxide